Cl.ClC=1C=C(C=CC1)N1N=C(C2=C1C(N(CC2)C2=CC(=C1CCNCC1=C2)F)=O)C(=O)NCC2CC2 1-(3-chlorophenyl)-N-(cyclopropylmethyl)-6-(5-fluoro-1,2,3,4-tetrahydroisoquinolin-7-yl)-7-oxo-4,5-dihydropyrazolo[3,4-c]pyridine-3-carboxamide hydrochloride